FC1([C@@H](CN(C1)C1COC1)NC1=NN2C(C(=N1)OC)=C(C=C2)C=2C=CC1=C(N(N=N1)[C@@H](CF)C)C2)F N-((R)-4,4-difluoro-1-(oxetan-3-yl)pyrrolidin-3-yl)-5-(1-((R)-1-fluoropropan-2-yl)-1H-benzo[d][1,2,3]triazol-6-yl)-4-methoxypyrrolo[2,1-f][1,2,4]triazin-2-amine